FC1=C(C(=CC=C1)O)C1=CC=C(C=C1)S(=O)(=O)NCCN1CCC(CC1)CN1N=NC(=C1)C1=C(NC2=CC=C(C=C12)F)CO 2'-fluoro-N-(2-(4-((4-(5-fluoro-2-(hydroxymethyl)-1H-indol-3-yl)-1H-1,2,3-triazol-1-yl)methyl)piperidin-1-yl)ethyl)-6'-hydroxy-[1,1'-biphenyl]-4-sulfonamide